2,3-Dimethylpentanal CC(C=O)C(CC)C